IC1=C(C(=NC=C1)NNC(=O)C1CC(C1)OC)OC N'-(4-iodo-3-methoxypyridin-2-yl)-3-methoxycyclobutane-1-carbohydrazide